C(#N)CC1(CN(C1)C1CCN(CC1)C(=O)OCC(C)C)N1N=CC(=C1)C=1C2=C(N=CN1)NC=C2 isobutyl 4-{3-(cyanomethyl)-3-[4-(7H-pyrrolo[2,3-d]pyrimidin-4-yl)-1H-pyrazol-1-yl]azetidin-1-yl}piperidine-1-carboxylate